C(C1=CC=CC=C1)=CC(=O)C=CC1=CC=CC=C1 dibenzal-acetone